1-{27-[(2,5-dioxopyrrolidin-1-yl)oxy]-27-oxo-3,6,9,12,15,18,21,24-octaoxaheptacosan-1-yl}-1H-pyrrole-2,5-dione O=C1N(C(CC1)=O)OC(CCOCCOCCOCCOCCOCCOCCOCCOCCN1C(C=CC1=O)=O)=O